1-(5-bromo-2-methylphenyl)-4-hydroxy-6-methylpyridin-2(1H)-one BrC=1C=CC(=C(C1)N1C(C=C(C=C1C)O)=O)C